(2R)-2-(6-{5-chloro-2-[(oxacyclohex-4-yl)amino]pyrimidin-4-yl}-1-oxo-2,3-dihydro-1H-isoindol-2-yl)-N-[(1R)-2,3-dihydro-1H-inden-1-yl]-3-hydroxypropanamide ClC=1C(=NC(=NC1)NC1CCOCC1)C1=CC=C2CN(C(C2=C1)=O)[C@@H](C(=O)N[C@@H]1CCC2=CC=CC=C12)CO